cholestenoate C(C(=C)CCC[C@@H](C)[C@H]1CC[C@H]2[C@@H]3CCC4CCCC[C@]4(C)[C@H]3CC[C@]12C)(=O)[O-]